C(C)OC(=O)[C@@]1(C[C@H]([C@H](C1)O)N=[N+]=[N-])CC1=CC(=CC=C1)C1=NC=C(C=N1)Br |o1:5,7,8| (1R*,3R*,4S*)-3-azido-1-(3-(5-bromopyrimidin-2-yl)benzyl)-4-hydroxycyclopentane-1-carboxylic acid ethyl ester